C(C)(C)(C)OC(C([C@H](O)[C@@]1(OC(OC1)(C)C)C#C)([2H])[2H])=O (3S)-2,2-dideutero-3-[(4R)-4-ethynyl-2,2-dimethyl-1,3-dioxolan-4-yl]-3-hydroxy-propionic acid tert-butyl ester